4-[3-[[4-[[3-(3-Fluoro-4-methoxyphenyl)imidazo[1,2-a]pyrazin-8-yl]amino]-2-methylbenzoyl]amino]propyl]piperazin FC=1C=C(C=CC1OC)C1=CN=C2N1C=CN=C2NC2=CC(=C(C(=O)NCCCN1CCNCC1)C=C2)C